C1(=CC=CC=C1)[C@H](CC(=O)O)NC(=O)[C@@H]1CN(CCC1)CCCCC1=NC=2NCCCC2C=C1 (S)-3-phenyl-3-((S)-1-(4-(5,6,7,8-tetrahydro-1,8-naphthyridin-2-yl)butyl)piperidine-3-carboxamido)propanoic acid